4-[6-[(3aS,7aR)-6-ethyl-3,3a,4,5,7,7a-hexahydro-2H-pyrrolo[2,3-c]pyridin-1-yl]pyridazin-3-yl]-3-hydroxy-5-methyl-benzonitrile C(C)N1C[C@H]2[C@@H](CC1)CCN2C2=CC=C(N=N2)C2=C(C=C(C#N)C=C2C)O